CS(=O)(=NC1=CC=C(C=C1)CC1=NOC(=N1)C(F)(F)F)C=1N=COC1 methyl(oxazol-4-yl)((4-((5-(trifluoromethyl)-1,2,4-oxadiazol-3-yl)methyl)phenyl)imino)-λ6-sulfanone